2-amino-1-(6-azaspiro[2.5]octan-6-yl)butan-1-one hydrochloride Cl.NC(C(=O)N1CCC2(CC2)CC1)CC